COC1=C2C=C(NC2=CC=C1)C(=O)N[C@H](C(=O)N[C@H](C(=O)OC)CC=1N(C=NC1)C)CC(C)C methyl (2S)-2-[[(2S)-2-[(4-methoxy-1H-indole-2-carbonyl)amino]-4-methyl-pentanoyl]amino]-3-(3-methylimidazol-4-yl)propanoate